[6-(3-cyclopropyl-1,2,4-triazol-1-yl)-2-azaspiro[3.3]heptan-2-yl]-[6-[[5-(trifluoromethyl)-1,2,4-triazol-1-yl]methyl]-2-azaspiro[3.3]heptan-2-yl]methanone C1(CC1)C1=NN(C=N1)C1CC2(CN(C2)C(=O)N2CC3(C2)CC(C3)CN3N=CN=C3C(F)(F)F)C1